ethyl 4-amino-9H-pyrimido[4,5-b]indole-5-carboxylate NC1=NC=NC=2NC=3C=CC=C(C3C21)C(=O)OCC